CC1(CCN(CC1)N1CC2=C(C=C(C=C2C(C1C)=O)C)C(C)NC1=C(C(=O)O)C=CC=C1)C 2-((1-(2-(4,4-dimethylpiperidin-1-yl)-3,6-dimethyl-4-oxo-3,4-dihydroisoquinolin-8-yl)ethyl)amino)benzoic acid